1-(5-(3-(3-(2-(3-Bromophenyl)-5-(but-2-yn-1-yloxy)pentan-2-yl)-1-methyl-1H-1,2,4-triazol-5-yl)-4-fluorophenoxy)-6-fluoro-1H-indol-4-yl)ethane-1,2-diol BrC=1C=C(C=CC1)C(C)(CCCOCC#CC)C1=NN(C(=N1)C=1C=C(OC=2C(=C3C=CNC3=CC2F)C(CO)O)C=CC1F)C